(S)-2-(morpholine-4-carboxamido)-9-(5,6,7,8-tetrahydro-1,8-naphthyridin-2-yl)nonanoic acid N1(CCOCC1)C(=O)N[C@H](C(=O)O)CCCCCCCC1=NC=2NCCCC2C=C1